4-(2,5-Dioxo-1-(3-(trifluoromethyl)phenyl)-1,2,3,4,5,6,7,8-octahydropyrido[4,3-d]-pyrimidin-4-yl)benzonitrile O=C1NC(C2=C(N1C1=CC(=CC=C1)C(F)(F)F)CCNC2=O)C2=CC=C(C#N)C=C2